BrC1=CC=C(C=C1)C1=NC(=NC(=N1)C1=CC(=CC=C1)Cl)C1=CC=CC(=C1)I 2-(4-bromophenyl)-4-(3-chlorophenyl)-6-(5-iodophenyl)-1,3,5-triazine